tert-butyl (R)-4-(2-(3-(3-((4-bromobenzyl)(cyclopentyl)carbamoyl)piperidin-1-yl)phenoxy)-2-methylpropanoyl)piperazine-1-carboxylate BrC1=CC=C(CN(C(=O)[C@H]2CN(CCC2)C=2C=C(OC(C(=O)N3CCN(CC3)C(=O)OC(C)(C)C)(C)C)C=CC2)C2CCCC2)C=C1